tert-butyl-rel-(1R,5S)-8-fluoro-7-oxo-1-({[(1s,4s)-4-(2-hydroxyphenyl)cyclohexyl]oxy}methyl)-9-oxa-2,6-diazaspiro[4.5]decane-2-carboxylate C(C)(C)(C)OC(=O)N1[C@H]([C@]2(CC1)NC(C(OC2)F)=O)COC2CCC(CC2)C2=C(C=CC=C2)O |o1:8,9|